Benzyldithiocarbamat C(C1=CC=CC=C1)NC([S-])=S